allylbromine C(C=C)Br